The molecule is an organosulfinate oxoanion resulting from the deprotonation of the sulfinic acid group of hypotaurine. It is a conjugate base of a hypotaurine and a hypotaurine zwitterion. C(CS(=O)[O-])N